7-(3-((benzyloxy)methyl)-4-ethyl-5-oxo-4,5-dihydro-1H-1,2,4-triazol-1-yl)-3-bromo-6-fluoro-1-isopropylquinolin-4(1H)-one C(C1=CC=CC=C1)OCC1=NN(C(N1CC)=O)C1=C(C=C2C(C(=CN(C2=C1)C(C)C)Br)=O)F